(2r,3r,4s,5r,6r)-2-(3-aminopropoxy)-6-(hydroxymethyl)tetrahydro-2H-pyran-3,4,5-triol NCCCO[C@@H]1O[C@@H]([C@@H]([C@@H]([C@H]1O)O)O)CO